N1N=CN=C1C1=CC=C(C=N1)N1C=CC=2C1=NC=C(C2)C(=O)O 1-(6-(1H-1,2,4-triazol-5-yl)pyridin-3-yl)-1H-pyrrolo[2,3-B]pyridine-5-carboxylic acid